ClC=1C=C(C=CC1Cl)C1=NC(=C(C(C1C(=O)O)=O)I)C 2-(3,4-dichlorophenyl)-5-iodo-6-methyl-4-oxo-pyridine-3-carboxylic acid